CC1=CC(=C(C(=O)O)C=C1C)C(NC1=NC(=CC=C1)C)=O 4,5-dimethyl-2-((6-methylpyridin-2-yl)carbamoyl)benzoic acid